NC1=C2C(=NC=N1)N(N=C2C2=CC=C(C=C2)O)CC2=NC1=CC=CC(=C1C(N2CC2=C(C=CC=C2)Cl)=O)C#CCCCN(CCOC)CCOC 2-((4-Amino-3-(4-hydroxy-phenyl)-1H-pyrazolo[3,4-d]pyrimidin-1-yl)methyl)-5-(5-(bis(2-methoxyethyl)amino)pent-1-ynyl)-3-(2-chlorobenzyl)quinazolin-4(3H)-one